BrC=1C=C(C=2C(N1)=CN(N2)C)C 5-bromo-2,7-dimethylpyrazolo[4,3-b]pyridine